FC1(CCN(CCC1)C1=C(C(=O)NC2=CC(=NC=C2)[S@](=O)(=N)C)C(=C(C=N1)C(F)(F)F)C)F (S)-2-(4,4-difluoroazepan-1-yl)-4-methyl-N-(2-(S-methylsulfonimidoyl)pyridin-4-yl)-5-(trifluoromethyl)nicotinamide